C(C)C1=C(C=CC(=C1)C1=CC(=CC=C1)O)CN1CCNCC1 4-[[2-Ethyl-4-(3-hydroxyphenyl)phenyl]methyl]piperazin